(R)-5-((1-(4-([1,3'-Bipyrrolidin]-1'-yl)-2-methoxyphenyl)-1H-imidazol-4-yl)amino)pyrazine-2-carbonitrile N1(CCCC1)[C@H]1CN(CC1)C1=CC(=C(C=C1)N1C=NC(=C1)NC=1N=CC(=NC1)C#N)OC